NC1=CC=C(C=C1)C1CCN(CC1)C(=O)O 4-(4-aminophenyl)piperidine-1-carboxylic acid